3-(4-((7-((adamantan-1-yl)amino)heptyl)amino)-3-methyl-2-oxo-2,3-dihydro-1H-benzo[d]imidazol-1-yl)piperidine-2,6-dione C12(CC3CC(CC(C1)C3)C2)NCCCCCCCNC2=CC=CC=3N(C(N(C32)C)=O)C3C(NC(CC3)=O)=O